2-[6-(5-chloro-2-{[(oxolan-3-yl)methyl]amino}-pyrimidin-4-yl)-1-oxo-2,3-dihydro-1H-isoindol-2-yl]-N-[(1S)-2-hydroxy-1-(3-methoxyphenyl)ethyl]-acetamide ClC=1C(=NC(=NC1)NCC1COCC1)C1=CC=C2CN(C(C2=C1)=O)CC(=O)N[C@H](CO)C1=CC(=CC=C1)OC